BrC1=CC=C2C(=N1)C(CN2C2CCC(CC2)C#N)(C)C 4-(5-bromo-3,3-dimethyl-2,3-dihydro-1H-pyrrolo[3,2-b]pyridin-1-yl)cyclohexane-1-carbonitrile